2-oxo-2,3-dihydro-1H-pyrrolo[2,3-B]pyridine O=C1CC=2C(=NC=CC2)N1